(E)-3-[4-(Diethylamino)phenyl]-1-[4-(4-hydroxypiperidin-1-yl)phenyl]prop-2-en-1-one C(C)N(C1=CC=C(C=C1)/C=C/C(=O)C1=CC=C(C=C1)N1CCC(CC1)O)CC